C(C)OC=1C(C(C1NCCCCCCCCCCCCCCCCCC)=O)=O 3-ethoxy-4-(octadecylamino)cyclobut-3-ene-1,2-dione